FC(OC1=CC(=NN1)NC1=NC(=CN=C1)O[C@H]1C[C@@H](NCC1)C)F N-(5-(difluoromethoxy)-1H-pyrazol-3-yl)-6-(((2S,4R)-2-methylpiperidin-4-yl)oxy)pyrazin-2-amine